N-(2-((2S,4S)-4-amino-2-(hydroxymethyl)pyrrolidin-1-yl)-4-(4-cyanopyridin-3-yl)phenyl)-2-(2,6-difluorophenyl)pyrimidine-4-carboxamide N[C@H]1C[C@H](N(C1)C1=C(C=CC(=C1)C=1C=NC=CC1C#N)NC(=O)C1=NC(=NC=C1)C1=C(C=CC=C1F)F)CO